N-[2-(1H-imidazol-5-yl)ethyl]-1,3-benzothiazole-6-carboxamide N1C=NC=C1CCNC(=O)C1=CC2=C(N=CS2)C=C1